2-[[4-[[(3-methoxyphenyl)methyl]amino]-6-(1-piperazinyl)-2-pyrimidinyl]amino]-4-methyl-5-thiazolecarboxylic acid ethyl ester C(C)OC(=O)C1=C(N=C(S1)NC1=NC(=CC(=N1)NCC1=CC(=CC=C1)OC)N1CCNCC1)C